1-(6-((4-methyloxazol-2-yl)amino)pyridin-2-yl)pyrrolidin-2-one CC=1N=C(OC1)NC1=CC=CC(=N1)N1C(CCC1)=O